N(=NC(C(=O)[O-])(C)C)C(C(=O)[O-])(C)C 2,2'-azobis(2-methyl propionate)